C(C)(C)C1=NN(C(=C1)C(=O)OCC)C ethyl 3-isopropyl-1-methyl-1H-pyrazole-5-carboxylate